(6,7-dichloro-1,3,4,5-tetrahydro-2H-pyrido[4,3-b]indol-2-yl)(5-((2-hydroxyethyl)amino)pyrimidin-2-yl)methanone ClC1=C(C=CC=2C3=C(NC12)CCN(C3)C(=O)C3=NC=C(C=N3)NCCO)Cl